tert-butyl N-[[4-[1-(2,6-dioxo-3-piperidyl)-3-methyl-2-oxo-benzimidazol-5-yl]-1-piperidyl] sulfonyl]carbamate O=C1NC(CCC1N1C(N(C2=C1C=CC(=C2)C2CCN(CC2)S(=O)(=O)NC(OC(C)(C)C)=O)C)=O)=O